4-(3-(((1r,4r)-4-(5-chloro-2-methylnicotinamido)cyclohexyl)methyl)-2-oxo-2,3-dihydro-1H-benzo[d]imidazol-1-yl)-N-methyl-picolinamide ClC=1C=NC(=C(C(=O)NC2CCC(CC2)CN2C(N(C3=C2C=CC=C3)C3=CC(=NC=C3)C(=O)NC)=O)C1)C